FC(OC=1C=C(OC=2NC3=C(NCC(NC3=O)=O)N2)C=CC1)(F)F 2-[3-(trifluoromethoxy)phenoxy]-1H,4H,5H,6H,7H,8H-imidazo[4,5-e][1,4]diazepine-6,8-dione